tert-butyl (2-bromo-3-chloro-5,6-dihydro-4H-cyclopenta[b]thiophen-4-yl)methyl(methyl)carbamate BrC1=C(C2=C(S1)CCC2CN(C(OC(C)(C)C)=O)C)Cl